CC(C(=O)O)(C)OC1=C(C=C(C=C1)CN1C(N(CC1)C1=CC=C(C=C1)C(F)(F)F)=O)C 2-Methyl-2-(2-methyl-4-((2-oxo-3-(4-(trifluoromethyl)phenyl)imidazolin-1-yl)methyl)phenoxy)propanoic acid